Cl.CC=1C=C(C=CC1OC=1C=CC2=CN(N=C2C1)C)NC=1C2=C(N=CN1)C=CC(=N2)OC2CCNCC2 N-(3-methyl-4-((2-methyl-2H-indazol-6-yl)oxy)phenyl)-6-(piperidin-4-yloxy)pyrido[3,2-d]pyrimidin-4-amine hydrochloride